(5Z)-2-(1-Adamantylamino)-5-(1,3-benzothiazol-6-ylmethylene)-3-methyl-imidazol-4-one C12(CC3CC(CC(C1)C3)C2)NC2=N\C(\C(N2C)=O)=C/C2=CC3=C(N=CS3)C=C2